trihexyl-tetradecylphosphonium bistrifluoromethanesulfonimide salt [N-](S(=O)(=O)C(F)(F)F)S(=O)(=O)C(F)(F)F.C(CCCCC)[P+](CCCCCCCCCCCCCC)(CCCCCC)CCCCCC